FC1=C(N)C(=CC=C1N1CCCCC1)[N+](=O)[O-] 2-fluoro-6-nitro-3-(piperidin-1-yl)aniline